tert-butyl 2-((4-((3-methyl-4-((1-methyl-1H-benzimidazol-5-yl)oxy)phenyl)amino)pyrimidin-5-yl)ethynyl)azetidine-1-carboxylate CC=1C=C(C=CC1OC1=CC2=C(N(C=N2)C)C=C1)NC1=NC=NC=C1C#CC1N(CC1)C(=O)OC(C)(C)C